ClC=1C=CC2=C(N=C(S2)C(=O)O)C1 5-chloro-1,3-benzothiazole-2-carboxylic acid